BrC1=CN2C(S1)=NC(=C2)CO (2-Bromoimidazo[2,1-b]thiazol-6-yl)methanol